Cl.N1CCC2(CC1)CC1=CC=C(C=C1C2)N[C@H]2C(NC(CC2)=O)=O |r| (±)-3-((1,3-dihydrospiro[inden-2,4'-piperidin]-5-yl)amino)piperidine-2,6-dione hydrochloride